methyl (2R)-5-azido-2-[(tert-butoxycarbonyl)amino]-5-methylhexanoate N(=[N+]=[N-])C(CC[C@H](C(=O)OC)NC(=O)OC(C)(C)C)(C)C